BrC=1C(=NN(C1)C1CCN(CC1)C(=O)OC(C)(C)C)[C@H](C)O tert-butyl (S)-4-(4-bromo-3-(1-hydroxyethyl)-1H-pyrazol-1-yl)piperidine-1-carboxylate